2,9-Diphenyl-1,10-phenanthroline C1(=CC=CC=C1)C1=NC2=C3N=C(C=CC3=CC=C2C=C1)C1=CC=CC=C1